OC=1C2=CC=C(C=3C=C(C4=CC=C(C(C1)=C4C32)S(=O)(=O)[O-])S(=O)(=O)[O-])S(=O)(=O)[O-] 9-hydroxy-pyrene-1,4,6-trisulfonate